C(C1=CC=CC=C1)N1C(C2(CC3=C(N=C(N=C3)S(=O)(=O)C)N2C2CCCC2)CC1)=O 1-benzyl-7'-cyclopentyl-2'-(methylsulfonyl)-5',7'-dihydrospiro[pyrrolidine-3,6'-pyrrolo[2,3-d]pyrimidin]-2-one